NC=1N=NC(=CC1N1CCN(CC1)C(C(=O)O)(C)C)C1=C(C=CC=C1)O 2-(4-(3-amino-6-(2-hydroxyphenyl)pyridazin-4-yl)piperazin-1-yl)-2-methylpropionic acid